C(C)(=O)C1=C(C=C(C=C1)NC(C)=O)O N-(4-acetyl-3-hydroxyphenyl)acetamide